FC(C)(F)C=1SC(=CN1)C(=O)N1[C@@H](C2=C(CC1)NC=N2)C2=NN1C(C=CC=C1)=C2 (S)-(2-(1,1-difluoroethyl)thiazol-5-yl)(4-(pyrazolo[1,5-a]pyridin-2-yl)-6,7-dihydro-1H-imidazo[4,5-c]pyridin-5(4H)-yl)methanone